N2-[2-chloro-4-(methylsulfonyl)benzoyl]-N-{(1S)-1-cyano-2-[(3S)-2-oxopyrrolidin-3-yl]Ethyl}-L-leucinamide ClC1=C(C(=O)N[C@@H](CC(C)C)C(=O)N[C@@H](C[C@H]2C(NCC2)=O)C#N)C=CC(=C1)S(=O)(=O)C